[Si]([O-])([O-])([O-])[O-].S(=O)(=O)(O)O.[Fe+3].[Na+] sodium ferric sulfate silicate